BrC=1N=C(C(=NC1)N)OC=1C=NN(C1)C1CN(C1)S(=O)(=O)CC 5-bromo-3-(1-(1-(ethylsulfonyl)azetidin-3-yl)-1H-pyrazol-4-yloxy)pyrazin-2-amine